C(C)(C)C1=NN(C(C=2N1C1=C(C2)C=CS1)=O)CC(=O)N[C@H]1CN(CCC1)C (R)-2-(8-ISOPROPYL-5-OXOTHIENO[3',2':4,5]PYRROLO[1,2-D][1,2,4]TRIAZIN-6(5H)YL)-N-(1-METHYLPIPERIDIN-3-YL)ACETAMIDE